1,3,5,7-Tetramethyl-8-phenyl-2,4,6-trioxa-8-phosphaadamantan CC12OC3(OC(OC(P1C1=CC=CC=C1)(C3)C)(C2)C)C